3-methacryloxypropyltrimethoxymethylsilane C(C(=C)C)(=O)OCCC[SiH2]C(OC)(OC)OC